ClC1=C(C(=CC=C1Cl)F)[C@@]1(CN(CC1)C(=O)OC(C)(C)C)NC=1C=CC2=C(N(N=C2C1)C1CCOCC1)C(F)(F)F tert-butyl (3S)-3-(2,3-dichloro-6-fluorophenyl)-3-{[2-(oxan-4-yl)-3-(trifluoromethyl)indazol-6-yl] amino}pyrrolidine-1-carboxylate